N1=C(C=CC2=CC=CC=C12)C(=O)NC=1C=C(C=CC1)B(O)O (3-(quinoline-2-carboxamido)phenyl)boronic acid